tert-butyl 8-(8-hydroxy-2-(3-methyl-1-((2-(trimethylsilyl) ethoxy) methyl)-1H-pyrazol-4-yl) pyrido[3,4-d]pyrimidin-4-yl)-2,8-diazaspiro[4.5]decane-2-carboxylate OC1=NC=CC2=C1N=C(N=C2N2CCC1(CCN(C1)C(=O)OC(C)(C)C)CC2)C=2C(=NN(C2)COCC[Si](C)(C)C)C